4-[4-(1,3-benzoxazol-2-yl)piperidin-1-yl]-8-chloro-1-methyl-2-oxo-1,2-dihydroquinoline-3-carboxamide O1C(=NC2=C1C=CC=C2)C2CCN(CC2)C2=C(C(N(C1=C(C=CC=C21)Cl)C)=O)C(=O)N